COC1=CC(=O)OC(=C1)[C@H]2[C@@H](O2)C3=CC=CC=C3 The molecule is a pyranone that is 2H-pyran-2-one substituted by a methoxy group at position 4 and a 3-phenyloxiran-2-yl group at position 6 (the 2R,3S stereoisomer). Isolated from Didymocarpus aurantiacus and Piper rusbyi, it exhibits antileishmanial activity. It has a role as an antileishmanial agent and a metabolite. It is an epoxide, an ether and a member of 2-pyranones.